6-(3,5-difluoroanilino)-3-methoxy-N-(2-oxabicyclo[3.2.0]heptane-7-yl)pyridine-2-carboxamide FC=1C=C(NC2=CC=C(C(=N2)C(=O)NC2CC3CCOC23)OC)C=C(C1)F